C(C)(C)(C)C=1SC2=C(N1)C(CC1(CCN(CC1)C(=O)C=1C=C3C=C(C=NC3=C(C1)C)SC)C2)=O 2-(tert-butyl)-1'-(8-methyl-3-(methylthio)quinoline-6-carbonyl)-5H-spiro[benzo[d]thiazole-6,4'-piperidin]-4(7H)-one